Cis-N-(3-Chloro-4-fluorophenyl)-2-methyl-5-(5-(thiazol-5-yl)thiophen-2-yl)-1,2,6-thiadiazinane-3-carboxamide 1,1-dioxide ClC=1C=C(C=CC1F)NC(=O)[C@@H]1N(S(N[C@@H](C1)C=1SC(=CC1)C1=CN=CS1)(=O)=O)C